CCN(CC)/[N+](=N/O)/[O-] The molecule is a nitroso compound that is triazane in which the the nitrogen at position 1 is substituted by two ethyl groups, that at position 2 is substituted by a hydroxy group, and that at position 3 is substituted by an oxo group. It has a role as a nitric oxide donor. It is a nitroso compound and a tertiary amino compound. It is a conjugate acid of a NONOate(1-).